tert-Butyl (1,1-dioxidothiomorpholino-2,2,3,3,5,5,6,6-d8)carbamate O=S1(C(C(N(C(C1([2H])[2H])([2H])[2H])NC(OC(C)(C)C)=O)([2H])[2H])([2H])[2H])=O